6H-benzo[c][2]benzoxepin C1=CC=CC=2OCC3=C(CC21)C=CC=C3